ClC=1C=CC=C2C(=CC(=NC12)NN1C(C(=C(C1=O)C)C)=O)C1=CC=C(C=C1)OC 1-{[8-chloro-4-(4-methoxyphenyl)(2-quinolyl)]amino}-3,4-dimethylazoline-2,5-dione